FC1=C(C=C(C=C1)F)CNC(=O)C=1C(=NC(=CC1C)N1CCOCC1)SCC N-[(2,5-Difluoro-phenyl)-methyl]-2-ethylsulfanyl-4-methyl-6-morpholin-4-yl-pyridine-3-carboxylic acid amide